(trans)-4-fluoropyrrolidin-3-ol oxalate C(C(=O)O)(=O)O.F[C@H]1[C@@H](CNC1)O